C1(=CC=CC=C1)C(=CC=CCCC)C1=CC=CC=C1 diphenyl-hepteneN